1-(2-methylpropyl)-4-chloro-1H-imidazo[4,5-c]quinoline CC(CN1C=NC=2C(=NC=3C=CC=CC3C21)Cl)C